N-{(6S,7aS)-2-[4-(2,6-difluorophenyl)-1,2-benzothiazol-3-yl]-3-oxohexahydro-1H-pyrrolo[1,2-c]imidazol-6-yl}ethanesulfonamide FC1=C(C(=CC=C1)F)C1=CC=CC2=C1C(=NS2)N2C(N1[C@H](C2)C[C@@H](C1)NS(=O)(=O)CC)=O